7-(3-methoxy-2-methylphenyl)-2-azaspiro[3.5]nonan COC=1C(=C(C=CC1)C1CCC2(CNC2)CC1)C